C(C)(C)(C)OP(=O)(OC(C)(C)C)OCCNCC(=O)OC(C)(C)C tert-butyl (2-((di-tert-butoxyphosphoryl)oxy)ethyl)glycinate